C(C)(C)(C)C=1C=C(C=CC1)C(CNC)(C)C 2-(3-(tert-butyl)phenyl)-N,2-dimethylpropan-1-amine